N-(2-(4-Chloro-3-fluorophenyl)-1-(4-(ethylamino)-5-fluoro-2-oxopyrimidin-1(2H)-yl)-2-oxoethyl)-3-methylbenzamide ClC1=C(C=C(C=C1)C(C(N1C(N=C(C(=C1)F)NCC)=O)NC(C1=CC(=CC=C1)C)=O)=O)F